Ethyl (E)-3-(4-fluoro-3-(5-(hydroxy(methoxycarbonyl)amino)-2-methoxypyridin-3-yl)phenyl)acrylate FC1=C(C=C(C=C1)/C=C/C(=O)OCC)C=1C(=NC=C(C1)N(C(=O)OC)O)OC